1-(5-(8-amino-3-(3-hydroxy-3-methylcyclobutyl)-6-methylimidazo[1,5-a]pyrazin-1-yl)-4-fluoroindolin-1-yl)-2-(3,5-difluorophenyl)-2-hydroxyethanone NC=1C=2N(C=C(N1)C)C(=NC2C=2C(=C1CCN(C1=CC2)C(C(O)C2=CC(=CC(=C2)F)F)=O)F)C2CC(C2)(C)O